CC1CN(C(=CC1)S(=O)(=O)C(F)(F)F)C(C(=O)OCC)=O Ethyl 2-(3-methyl-6-(trifluoromethanesulfonyl)-3,4-dihydropyridin-1(2H)-yl)-2-oxoacetate